O(C=1C(C(=C(N(C1)CC(CCCC)CC)C=O)O)=O)C=1C(C(=C(N(C1)CC(CCCC)CC)C=O)O)=O 5,5'-oxybis(N-(2-ethylhexyl)-2-formyl-3-hydroxypyridin-4-one)